4-ethynyl-3,5-difluoropyridine C(#C)C1=C(C=NC=C1F)F